N-(5-(4-cyanophenyl)-1,3,4-selenadiazol-2-yl)-4-(8-fluoroquinolin-5-yl)-6-methylnicotinamide C(#N)C1=CC=C(C=C1)C1=NN=C([Se]1)NC(C1=CN=C(C=C1C1=C2C=CC=NC2=C(C=C1)F)C)=O